COC=1C(=C(C=C(C1N)C)C1=CC=C(N)C(=C1)C)OC dimethoxy-5,5'-dimethylbenzidine